C(CCC)NS(=O)(=O)C=1SC2=C(N1)C=CC=C2 N-1-butylbenzothiazole-2-sulfonamide